C1(=CC(=C(C=C1)C(=O)O)C(=O)O)C1=CC(=C(C=C1)C(=O)O)C(=O)O [1,1'-biphenyl]-3,3',4,4'-tetracarboxylic acid